CC1(C(CNC1)O)C 4,4-Dimethylpyrrolidin-3-ol